FC1=C(CN2C=C(C=C2)C=2C=C(N=NC2C)C=2C(NC(NC2)=O)=O)C=CC(=C1)F 5-(5-(1-(2,4-difluorobenzyl)-1H-pyrrol-3-yl)-6-methylpyridazin-3-yl)pyrimidine-2,4(1H,3H)-dione